FC1(CN(CCC1)C(=O)N1CCN2C=C(C3=CC(=CC(=C23)C1)C#N)C=1C(NC(C1C1=CN=C2N1C=CC=C2)=O)=O)F 2-(3,3-difluoropiperidine-1-carbonyl)-7-(4-(imidazo[1,2-a]pyridin-3-yl)-2,5-dioxo-2,5-dihydro-1H-pyrrol-3-yl)-1,2,3,4-tetrahydro-[1,4]diazepino[6,7,1-hi]indole-9-carbonitrile